ethyl (S)-3-(benzyl((R)-1-phenylethyl)amino)-3-(5,6-dimethoxybiphenyl-3-yl)propanoate C(C1=CC=CC=C1)N([C@@H](CC(=O)OCC)C=1C=C(C(=C(C1)OC)OC)C1=CC=CC=C1)[C@H](C)C1=CC=CC=C1